diethyl ((4-bromobenzenesulfonyl)methyl)phosphonate BrC1=CC=C(C=C1)S(=O)(=O)CP(OCC)(OCC)=O